3-((4-hydroxypiperidin-1-yl)methyl)-N-(1-(4-methoxyphenyl)-9-methyl-9H-pyrido[3,4-b]indol-3-yl)benzamide OC1CCN(CC1)CC=1C=C(C(=O)NC2=CC3=C(N(C4=CC=CC=C34)C)C(=N2)C2=CC=C(C=C2)OC)C=CC1